CN(CCCN(CC(C)O)CCCN(C)C)C 1-[bis[3-(dimethylamino)propyl]amino]-2-propanol